6-chloro-3-(((R)-1-(2-((1S,4S)-5-(2-methoxypyrimidin-4-yl)-2,5-diazabicyclo[2.2.1]heptan-2-yl)-3,6-dimethyl-4-oxo-3,4-dihydroquinazolin-8-yl)ethyl)amino)-N-(methylsulfonyl)picolinamide ClC1=CC=C(C(=N1)C(=O)NS(=O)(=O)C)N[C@H](C)C=1C=C(C=C2C(N(C(=NC12)N1[C@@H]2CN([C@H](C1)C2)C2=NC(=NC=C2)OC)C)=O)C